ClC=1C=C2N(CCC3=CC(=C(C=C23)OC)OC)C(N1)=O 2-chloro-9,10-dimethoxy-6,7-dihydropyrimido[4,3-a]isoquinolin-4-one